4,4-difluoro-2-(4-fluorophenyl)-N-{4-[5-methyl-4-oxo-3-(pyridin-3-yl)-4,5,6,7-tetrahydro-1H-pyrrolo[3,2-c]pyridin-2-yl]pyridin-2-yl}butanamide FC(CC(C(=O)NC1=NC=CC(=C1)C1=C(C=2C(N(CCC2N1)C)=O)C=1C=NC=CC1)C1=CC=C(C=C1)F)F